3,3-dimethylthiolane CC1(CSCC1)C